methacrylic acid dimethylaminoethylbenzyl chloride salt CN(C)CCC(C1=CC=CC=C1)Cl.C(C(=C)C)(=O)O